C(C)OC(C)(C)C1(CN(CC1)C(C)(C)C=1C=C[C@](NC1)(C(C(CC(=O)[O-])(O)C(=O)[O-])C(=O)[O-])C)CCC=1SC=CC1 |o1:17| (S or R)-5-(2-(3-(2-ethoxy propan-2-yl)-3-(2-(thiophen-2-yl)ethyl)pyrrolidin-1-yl)propan-2-yl)-2-methylpyridinecitrate